2-mercaptobenzo[d]oxazol-7-ol SC=1OC2=C(N1)C=CC=C2O